CSC1=NC=NS1 5-methylthio-1,2,4-thiadiazole